FC1=NC(=CC=C1O)C=1C=NN(C1C)CCOC 2-fluoro-6-(1-(2-methoxyethyl)-5-methyl-1H-pyrazol-4-yl)pyridin-3-ol